4-bromo-3-methoxyphenylacetate BrC1=C(C=C(C=C1)CC(=O)[O-])OC